O1CC[C@@H](C2=CC=CC=C12)NC(=O)C=1C=NC2=C(C=CC=C2C1N1CCOCC1)N1C[C@H](O[C@H](C1)C)C N-[(4S)-3,4-dihydro-2H-chromen-4-yl]-8-[(2R,6S)-2,6-dimethylmorpholin-4-yl]-4-(morpholin-4-yl)quinoline-3-carboxamide